6-[1-Ethyl-6-(6-methylpyridin-2-yl)-1H,2H,3H-imidazo[1,2-a][1,3]diazol-5-yl]-1,3-benzothiazole C(C)N1C=2N(CC1)C(=C(N2)C2=NC(=CC=C2)C)C2=CC1=C(N=CS1)C=C2